CC1CC=2C(=C(C=C3C=CN=CC23)C(=O)OC)O1 methyl 8-methyl-8,9-dihydrofuro[2,3-h]isoquinoline-6-carboxylate